N-(5-cyano-6-(2H-1,2,3-triazol-2-yl)pyridin-3-yl)-1-(5-fluoro-2-methylphenyl)-5-(trisFluoromethyl)-1H-pyrazole-4-carboxamide C(#N)C=1C=C(C=NC1N1N=CC=N1)NC(=O)C=1C=NN(C1C(F)(F)F)C1=C(C=CC(=C1)F)C